C1=CC=C2C=[N+](C=CC2=C1)[O-] Isoquinoline N-oxide